(S)-2-(4-(N-t-butylsulfamoyl)phenylcarbamoyl)pyrrolidine-1-carboxylic acid tert-butyl ester C(C)(C)(C)OC(=O)N1[C@@H](CCC1)C(NC1=CC=C(C=C1)S(NC(C)(C)C)(=O)=O)=O